6-(3-((6-amino-8-bromo-2-fluoro-9H-purin-9-yl)methyl)phenethyl)nicotinic acid methyl ester COC(C1=CN=C(C=C1)CCC1=CC(=CC=C1)CN1C2=NC(=NC(=C2N=C1Br)N)F)=O